N(N)C=1C=CC(N(N1)C)=O 6-hydrazino-2-methyl-pyridazin-3-one